COC=1C=C2C(=NC1C=1C(=C(C=CC1)CC#N)C)C(=NN2)C=2C=NC(=CC2)N2CCN(CC2)CCOC (3-(6-methoxy-3-(6-(4-(2-methoxyethyl)piperazin-1-yl)pyridin-3-yl)-1H-pyrazolo[4,3-b]pyridin-5-yl)-2-methylphenyl)acetonitrile